C(C1=CC=CC=C1)(=O)OCCCCCCCCCCCC.[Ag] silver dodecyl benzoate